N1(C=NC=C1)C1=CC(=CC(=N1)C(=O)N[C@@H]1C(NCCC1)=O)C (S)-6-(1H-imidazol-1-yl)-4-methyl-N-(2-oxopiperidin-3-yl)picolinamide